2-(benzyl(7,8-dichloro-4-(1H-imidazol-1-yl)quinolin-2-yl)amino)ethane-1-sulfonic acid C(C1=CC=CC=C1)N(CCS(=O)(=O)O)C1=NC2=C(C(=CC=C2C(=C1)N1C=NC=C1)Cl)Cl